C(C1=CC=CC=C1)(=O)C=1C(C2=CC=CC=C2C1)=CC1=CC=CC=C1 benzoyl-benzylideneindene